2-[4-((2-hydroxy-3-dodecyloxypropyl)-oxy)-2-hydroxyphenyl]-4,6-bis(2,4-dimethylphenyl)-1,3,5-Triazine OC(COC1=CC(=C(C=C1)C1=NC(=NC(=N1)C1=C(C=C(C=C1)C)C)C1=C(C=C(C=C1)C)C)O)COCCCCCCCCCCCC